[4-((5-chloro-2-((6-methoxy-2-methyl-1,2,3,4-tetrahydroisoquinolin-7-yl)amino)pyrimidin-4-yl)amino)-3-(dimethylphosphoryl)phenyl](methyl)sulfamoylfluoride ClC=1C(=NC(=NC1)NC1=C(C=C2CCN(CC2=C1)C)OC)NC1=C(C=C(C=C1)N(S(=O)(=O)F)C)P(=O)(C)C